(5S)-2-[4-Fluoro-3-(trifluoromethyl)benzyl]-3-oxo-2,3,5,6,7,8-hexahydro[1,2,4]triazolo[4,3-a]pyridin FC1=C(C=C(CN2N=C3N(CCCC3)C2=O)C=C1)C(F)(F)F